ClC1=CC=C(C=N1)OC1=C(C(=O)O)C=C(C=C1)[N+](=O)[O-] 2-((6-Chloropyridin-3-yl)oxy)-5-nitrobenzoic acid